8-isopropoxy-N-(1-methyl-1H-pyrazol-3-yl)-2-((1S,4R)-1-methyl-2-oxabicyclo[2.2.1]heptan-4-yl)imidazo[1,2-a]pyrazine-6-carboxamide C(C)(C)OC=1C=2N(C=C(N1)C(=O)NC1=NN(C=C1)C)C=C(N2)[C@@]21CO[C@@](CC2)(C1)C